N-(5-benzylthiazol-2-yl)-4-((2-(2,6-dioxopiperidin-3-yl)-3-oxoisoindolin-5-yl)methyl)benzamide C(C1=CC=CC=C1)C1=CN=C(S1)NC(C1=CC=C(C=C1)CC=1C=C2C(N(CC2=CC1)C1C(NC(CC1)=O)=O)=O)=O